bromo-5,5-dimethyl-4,5-dihydroisoxazole BrC1=NOC(C1)(C)C